5-(1-(3,5-dichlorophenyl)-3-(3,3-dimethylmorpholine-4-carbonyl)-8-methoxy-4,5-dihydro-1H-benzo[2,3]oxepino[4,5-c]pyrazol-9-yl)nicotinonitrile ClC=1C=C(C=C(C1)Cl)N1N=C(C2=C1C1=C(OCC2)C=C(C(=C1)C=1C=NC=C(C#N)C1)OC)C(=O)N1C(COCC1)(C)C